Cl.C12C(C3CC(CC(C1)C3)C2)N 2-Adamantyl-amine hydrochloride